1-(1-methoxy-2-methylpropan-2-yl)-4-(4,4,5,5-tetramethyl-1,3,2-dioxaborolan-2-yl)-1H-pyrazole COCC(C)(C)N1N=CC(=C1)B1OC(C(O1)(C)C)(C)C